FC(C(=O)O)(F)F.CC1(C2CCC(CC1)N2)O 2-methyl-8-azabicyclo[3.2.1]octan-2-ol 2,2,2-trifluoroacetate